phenethylamine tetrachloroaluminate Cl[Al-](Cl)(Cl)Cl.C(CC1=CC=CC=C1)N